4-(4-propenoyl-2-methylpiperazin-1-yl)-7-chloro-6-fluoro-1-(2-isopropyl-4-(methylthio)pyridin-3-yl)pyrido[2,3-d]pyrimidin-2(1H)-one C(C=C)(=O)N1CC(N(CC1)C=1C2=C(N(C(N1)=O)C=1C(=NC=CC1SC)C(C)C)N=C(C(=C2)F)Cl)C